methyl-L-lysine CN[C@@H](CCCCN)C(=O)O